C(C)(C)(C)OC(=O)N1[C@@H]2CN(CC[C@H]1CC2)C2=NC(=NC1=C(C(=CC=C21)Br)F)OCC2(CC2)CN(C)C (1S,6R)-3-[7-bromo-2-({1-[(dimethylamino)methyl]cyclopropyl}methoxy)-8-fluoroquinazolin-4-yl]-3,9-diazabicyclo[4.2.1]nonane-9-carboxylic acid tert-butyl ester